C(C)OCC1(CCC(CC1)C1=C(N=C2N1CCCC2)CN(CCNC)C)COCC N1-((3-(4,4-bis(ethoxymethyl)cyclohexyl)-5,6,7,8-tetrahydroimidazo[1,2-a]pyridin-2-yl)methyl)-N1,N2-dimethylethane-1,2-diamine